2-(2'-bromo-4'-((8-(pyridin-4-ylmethyl)-3,8-diazabicyclo[3.2.1]octan-3-yl)methyl)-[1,1'-biphenyl]-4-yl)-1,1,1,3,3,3-hexafluoropropan-2-ol BrC1=C(C=CC(=C1)CN1CC2CCC(C1)N2CC2=CC=NC=C2)C2=CC=C(C=C2)C(C(F)(F)F)(C(F)(F)F)O